5-carbamoylmethyl-2-thiouridine C(N)(=O)CC=1C(NC(N([C@H]2[C@H](O)[C@H](O)[C@@H](CO)O2)C1)=S)=O